CC(=O)O[C@H]1CC[C@@H]2[C@@]1(CC[C@H]3[C@H]2CCC4=C3C=CC(=C4)O)C β-estradiol 17-acetate